FC(C(=O)O)(F)F.C(C)C1N(CCNC1)C(C(F)(F)F)=O 1-(2-ethylpiperazin-1-yl)-2,2,2-trifluoroethan-1-one trifluoroacetate salt